C(C1=CC=CC=C1)(C1=CC=CC=C1)C1=C(N)C(=CC(=C1)F)F 2-benzhydryl-4,6-difluoroaniline